(((4-bromophenyl)(triethylsilyl)amino)methyl)phenol BrC1=CC=C(C=C1)N([Si](CC)(CC)CC)CC1=C(C=CC=C1)O